C1(CCCC1)CCC(=O)NC1=CC=C(C=C1)C(\C=C\C1=CC=C(C=C1)N(C)CCO)=O 3-Cyclopentyl-N-[4-[(E)-3-[4-[2-hydroxyethyl(methyl)amino]phenyl]prop-2-enoyl]phenyl]propanamide